CC1=CC(=C(C(=C1F)F)Cl)F P-chlorotrifluorotoluene